[2H]C([2H])([2H])CC(=O)O propionic acid-d3